C(C)(C)OC1=CC=2N(C=C1C(=O)NC=1C=NN3C1N=CC=C3)C=C(N2)C23COC(CC2)(CC3)C 7-isopropoxy-2-(1-methyl-2-oxabicyclo[2.2.2]oct-4-yl)-N-(pyrazolo[1,5-a]pyrimidin-3-yl)imidazo[1,2-a]pyridine-6-carboxamide